N,N-bis-(2,2,6,6-tetramethyl-4-piperidyl)-hexamethylenediamine CC1(NC(CC(C1)N(CCCCCCN)C1CC(NC(C1)(C)C)(C)C)(C)C)C